tert-butyl 4-((1-(2-(3-((2,4-dioxotetrahydropyrimidin-1(2H)-yl)methyl)-2-oxopyridin-1(2H)-yl)ethyl)piperidin-4-yl)methyl)piperidine-1-carboxylate O=C1N(CCC(N1)=O)CC=1C(N(C=CC1)CCN1CCC(CC1)CC1CCN(CC1)C(=O)OC(C)(C)C)=O